(4-{5-amino-6-[1-(2,6-dichloro-phenyl)-ethoxy]-pyrazin-2-yl}-phenyl)-((3r,5s)-3,5-dimethyl-piperazin-1-yl)-methanone NC=1N=CC(=NC1OC(C)C1=C(C=CC=C1Cl)Cl)C1=CC=C(C=C1)C(=O)N1C[C@H](N[C@H](C1)C)C